(S)-2-((4-(3-(4-Cyano-2-fluorophenyl)-2,3-dihydrobenzo[b][1,4]dioxin-5-yl)piperidin-1-yl)methyl)-4-(2-fluoroethoxy)-1-methyl-1H-benzo[d]imidazole-6-carboxylic acid C(#N)C1=CC(=C(C=C1)[C@@H]1OC2=C(OC1)C=CC=C2C2CCN(CC2)CC2=NC1=C(N2C)C=C(C=C1OCCF)C(=O)O)F